NC(C(=O)OC)(CC)CC methyl 2-amino-2-ethylbutanoate